FC1=C2CN(C(C2=CC=C1C(=O)N1C2CN(CC1CC2)CC2=C(CC(CC2)(C)C)C2=CC=C(C=C2)F)=O)C2C(NC(CC2)=O)=O 3-(4-fluoro-5-(3-((4'-fluoro-5,5-dimethyl-3,4,5,6-tetrahydro-[1,1'-biphenyl]-2-yl)methyl)-3,8-diazabicyclo[3.2.1]octane-8-carbonyl)-1-oxoisoindolin-2-yl)piperidine-2,6-dione